N-[(1R,3s,5S)-1,5-dimethyl-8-azabicyclo[3.2.1]octan-3-yl]-N-methyl-5-[5-(4-methyl-1H-imidazol-1-yl)pyrazin-2-yl][1,3]thiazolo[5,4-d][1,3]thiazol-2-amine C[C@]12CC(C[C@](CC1)(N2)C)N(C=2SC=1N=C(SC1N2)C2=NC=C(N=C2)N2C=NC(=C2)C)C